C1(CC1)C(=O)N1CCC2=CC(=CC=C12)C=1N=C(SC1C)C(C(=O)N)C1=CC(=CC=C1)OCCC(CCNC1=C2C(N(C(C2=CC=C1)=O)C1C(NC(CC1)=O)=O)=O)(C)C (4-(1-(cyclopropanecarbonyl)indolin-5-yl)-5-methylthiazol-2-yl)-2-(3-(5-(2-(2,6-dioxopiperidin-3-yl)-1,3-dioxoisoindolin-4-ylamino)-3,3-dimethylpentyloxy)phenyl)acetamide